N-[(1R,3S)-3-{[6-chloro-2-(trifluoromethyl)quinolin-4-yl]amino}cyclohexyl]-1-(2,2,2-trifluoroethyl)-1H-pyrazole-5-carboxamide ClC=1C=C2C(=CC(=NC2=CC1)C(F)(F)F)N[C@@H]1C[C@@H](CCC1)NC(=O)C1=CC=NN1CC(F)(F)F